6-(2-aminomethyl-3-fluoroallyloxy)-3,3-dimethyl-3,4-dihydroisoquinolin-1(2H)-one trifluoroacetate FC(C(=O)O)(F)F.NCC(COC=1C=C2CC(NC(C2=CC1)=O)(C)C)=CF